C(CCCCCCC\C=C\CCCCCCCC)C(C(=O)OC(C)C1=NC=C(C=C1)OC(C)C)CCCCCCCCCCCCCCCCCCCCCCC 1-(5-isopropoxypyridin-2-yl)ethanol elaidyl-pentacosanoate